C1CCC=2C(=CC=CC12)C=1C=C2CC[C@@H](C2=CC1)N1CCC(CC1)C(=O)O (S)-1-(2,2',3,3'-tetrahydro-1H,1'H-[4,5'-biinden]-1'-yl)piperidine-4-carboxylic acid